2-chloro-6-isopropyl-3-methoxy-6-methyl-10-oxo-5,10-dihydro-6H-pyrido[1,2-h][1,7]naphthyridine-9-carboxylic acid ethyl ester C(C)OC(=O)C=1C(C=C2N(C(CC=3C=C(C(=NC23)Cl)OC)(C)C(C)C)C1)=O